N1N=NN=C1C=1C=C(C=O)C=CC1 3-(1H-TETRAZOL-5-YL)BENZALDEHYDE